tert-butyl 2-(4,4-diethoxybutyl)-5,6,7,8-tetrahydro-9H-pyrido[2,3-b]azepine-9-carboxylate C(C)OC(CCCC=1C=CC2=C(N(CCCC2)C(=O)OC(C)(C)C)N1)OCC